(3S)-1-amino-6-chloro-5-(2,6-difluorophenyl)-3-methyl-7-(trifluoromethyl)-3H-1,4-benzodiazepine-2-One NN1C([C@@H](N=C(C2=C1C=CC(=C2Cl)C(F)(F)F)C2=C(C=CC=C2F)F)C)=O